FC=1C(=C(C=CC1)NC(=O)NC1=CC(=CC(=C1)OC(F)(F)F)F)CO 1-(3-fluoro-2-hydroxymethylphenyl)-3-(3-fluoro-5-trifluoromethoxyphenyl)urea